C(C)(=O)N1CC(CC1)CN1C(C2=CC=C(C=C2CC1)C(=O)O)=O 2-((1-acetylpyrrolidin-3-yl)methyl)-1-oxo-1,2,3,4-tetrahydroisoquinoline-6-carboxylic acid